2-(7,7-dimethyl-7H-benzo[c]fluorene-5-yl)-4,4,5,5-tetramethyl-1,3,2-dioxaborolane CC1(C=2C=CC=CC2C=2C3=C(C(=CC12)B1OC(C(O1)(C)C)(C)C)C=CC=C3)C